P(=O)(OCCOC(C=C)=O)(OCCOC(C=C)=O)[O-] di(acryloyloxyethyl) phosphate